N-{4-[(3-chloro-1-{[2-(trimethylsilyl)ethoxy]methyl}-1H-pyrrolo[2,3-b]pyridin-4-yl)oxy]-3,5-difluorophenyl}-5,6-dihydro-4H-1,3-oxazin-2-amine ClC1=CN(C2=NC=CC(=C21)OC2=C(C=C(C=C2F)NC=2OCCCN2)F)COCC[Si](C)(C)C